C1(=CC=CC=C1)NCCC[Si](OCC)(OCC)C N-phenyl-3-aminopropyl-methyldiethoxysilane